bis[triethoxysilyl-propyl]-tetrasulphane C(C)O[Si](OCC)(OCC)CCCSSSSCCC[Si](OCC)(OCC)OCC